CC=1C(=C(CC2=C(C=CC=C2)CC#N)C=C(C1)C)OCCN1CCOCC1 (2-(3,5-Dimethyl-2-(2-morpholinoethoxy)benzyl)phenyl)acetonitrile